FC1=CC(=NC=C1)NC1=NN(C2=C1C=NC(=C2)C(=O)N2C(CC(CC2)O)(C)C)CC(F)(F)F [3-(4-Fluoro-pyridin-2-ylamino)-1-(2,2,2-trifluoro-ethyl)-1H-pyrazolo[4,3-c]pyridin-6-yl]-(4-hydroxy-2,2-dimethyl-piperidin-1-yl)-methanone